(1R,2S,5S)-3-[(2S)-2-amino-3-phenyl-propanoyl]-6,6-dimethyl-3-azabicyclo[3.1.0]hexane-2-carboxylate N[C@H](C(=O)N1[C@@H]([C@H]2C([C@H]2C1)(C)C)C(=O)[O-])CC1=CC=CC=C1